C(C)(C)(C)CC(C)(O)C1CC(C1)C#CC=1C=NC(=CC1N1CCC(CC1)(C)CO)Cl tert-butyl-2-(3-((6-chloro-4-(4-(hydroxymethyl)-4-methylpiperidin-1-yl)pyridin-3-yl)ethynyl)cyclobutyl)propan-2-ol